4-(7,12-diphenylbenzo[k]fluoranthen-3-yl)-[1,1'-biphenyl]-2-carbonitrile C1(=CC=CC=C1)C1=C2C(=C(C=3C=4C=CC(=C5C=CC=C(C13)C54)C=5C=C(C(=CC5)C5=CC=CC=C5)C#N)C5=CC=CC=C5)C=CC=C2